BrC1=CC=C(C(=N1)C[C@@H](C1=C(C=CC=C1)C1=NOC2=C1C=CC(=C2)Cl)N[S@@](=O)C(C)(C)C)C (S)-N-{(S)-2-[6-Bromo-3-methylpyridine-2-yl]-1-[2-(6-chlorobenzo[d]isoxazol-3-yl)phenyl]ethyl}-2-methylpropane-2-sulfinamide